ethoxy-5-[(2R)-2-ethyl-4-[1-(trifluoromethyl)cyclobutanecarbonyl]piperazin-1-yl]-N-[(3R)-pyrrolidin-3-yl]-[2,3'-bipyridine]-6-carboxamide C(C)OC=1C(=NC(=C(C1)N1[C@@H](CN(CC1)C(=O)C1(CCC1)C(F)(F)F)CC)C(=O)N[C@H]1CNCC1)C=1C=NC=CC1